N-(3-chloro-5-(pyrimidin-2-yl)benzyl)glycinate ClC=1C=C(CNCC(=O)[O-])C=C(C1)C1=NC=CC=N1